C(C)(C)(C)OC(=O)N1CCC2(CC(=C2)C2=NC=C(C=N2)Cl)CC1 tert-butyl-2-(5-chloropyrimidin-2-yl)-7-azaspiro[3.5]non-1-ene-7-carboxylate